FC1(C(N(C2=CC=CC=C12)C)=O)CC1=CC(=CC=C1)C(F)(F)F 3-fluoro-1-methyl-3-(3-(trifluoromethyl)benzyl)indolin-2-one